3-(METHYLTHIO)HEXANAL CSC(CC=O)CCC